5-chloro-N-(oxan-3-yl)-7-oxo-7,8-dihydro-6H-spiro[[1,3]oxazolo[5,4-f]quinazoline-9,1'-cyclohexane]-2-carboxamide ClC=1C=C2C(=C3C1NC(NC31CCCCC1)=O)OC(=N2)C(=O)NC2COCCC2